Bis(2-hydroxyethyl)dodecanamide Di-n-propyl-phthalate C(CC)OC(C=1C(C(=O)OCCC)=CC=CC1)=O.OCCC(C(=O)N)(CCCCCCCCCC)CCO